6-(1,4-diazepan-1-yl)-benzo[cd]indol-2(1H)-one N1(CCNCCC1)C=1C=2C3=C(C(NC3=CC1)=O)C=CC2